FC1=C(C(=NC(=C1)C=1N=NN(C1CO)C)C)N1CC(CCC1)CC(=O)OCC ethyl 2-(1-(4-fluoro-6-(5-(hydroxymethyl)-1-methyl-1H-1,2,3-triazol-4-yl)-2-methylpyridin-3-yl)piperidin-3-yl)acetate